C(C)(C)C1=CC(=NN1)C(=O)N1C[C@H]2C([C@H]2C1)C(=O)OCC ethyl (1R,5S,6r)-3-[(5-isopropyl-1H-pyrazol-3-yl)carbonyl]-3-azabicyclo[3.1.0]hexane-6-carboxylate